3-[(trimethoxysilyl)propyl]-1H-imidazole CO[Si](OC)(OC)CCCN1CNC=C1